methyl (S)-5-amino-4-(4-hydroxy-1-oxoisoindolin-2-yl)-5-oxopentanoate NC([C@H](CCC(=O)OC)N1C(C2=CC=CC(=C2C1)O)=O)=O